NC1=NC=CC2=C(C=CC=C12)NCC12NCC(C1)C2 1-(((1-aminoisoquinolin-5-yl)amino)methyl)-2-azabicyclo[2.1.1]hexan